C(CCCCCCCCCCC)[N+](=CCCCCCCCCCCC)[O-] N-lauryl-α-undecylnitrone